5-(3,4,5-trifluorophenyl)-5H-imidazo[5,1-a]isoindole FC=1C=C(C=C(C1F)F)C1N2C(C3=CC=CC=C13)=CN=C2